1-(6-methoxy-2-naphthylmethyl)ethanol methyl-2-[methyl-[2-(methylamino)acetyl]amino]acetate CC(C(=O)OC(C)CC1=CC2=CC=C(C=C2C=C1)OC)N(C(CNC)=O)C